[N+](=O)([O-])C(CO)C 2-nitropropanol